C(#N)C=1C=C(C=CC1)S(=O)(=O)NC1CC(C1)NC1=C2C(=NC=C1C=1SC(=NN1)C)NC=C2 3-cyano-N-((1s,3s)-3-((5-(5-methyl-1,3,4-thiadiazol-2-yl)-1H-pyrrolo[2,3-b]pyridin-4-yl)amino)cyclobutyl)benzenesulfonamide